4,5-dibromo-3-methoxythiophene BrC=1C(=CSC1Br)OC